C1(=CC=CC=C1)C1=NN(C2=NC=CC=C21)COCC[Si](C)(C)C phenyl-1-((2-(trimethylsilyl)ethoxy)methyl)-1H-pyrazolo[3,4-b]pyridine